F[C@H]1[C@H](C1)C(=O)NC1=NC=C2C=C(C(N(C2=C1)C)=O)C=1C=NC(=CC1C)C(CC)=O (1R,2R)-2-fluoro-N-(1-methyl-3-(4-methyl-6-propionylpyridin-3-yl)-2-oxo-1,2-dihydro-1,6-naphthyridin-7-yl)cyclopropane-1-carboxamide